N-(2-((1r,3r,5r,7r)-adamantan-2-ylamino)ethyl)-1-(2-chloro-phenyl)-5-(4-chlorophenyl)-4-methyl-1H-pyrazole-3-carboxamide C12C(C3CC(CC(C1)C3)C2)NCCNC(=O)C2=NN(C(=C2C)C2=CC=C(C=C2)Cl)C2=C(C=CC=C2)Cl